2-methylpropanoic acid-2-azidoethyl ester N(=[N+]=[N-])CCOC(C(C)C)=O